(+)-(3R*,4S*)-4-(4-methoxyphenyl)-2-oxopyrrolidine-3-carboxylic acid COC1=CC=C(C=C1)[C@@H]1[C@H](C(NC1)=O)C(=O)O |o1:8,9|